(1R,5S)-tert-butyl-3-(2,5,7-trichloro-8-fluoropyrido[4,3-d]pyrimidin-4-yl)-3,8-diazabicyclo[3.2.1]octane-8-carboxylate C(C)(C)(C)OC(=O)N1[C@H]2CN(C[C@@H]1CC2)C=2C1=C(N=C(N2)Cl)C(=C(N=C1Cl)Cl)F